[(6S*)-3,8,10-trifluoro-6H,11H-chromeno[4,3-b]indol-6-yl]methanol FC1=CC=C2C(=C1)O[C@@H](C1=C2NC2=C(C=C(C=C12)F)F)CO |o1:8|